Cl.Cl.ClC=1C(=C2C(=NC1)N(C=N2)C/C=C/[C@H]2NCCC[C@@H]2O)Cl (2R,3S)-2-((E)-3-(6,7-dichloro-3H-imidazo[4,5-b]pyridin-3-yl)prop-1-en-1-yl)piperidin-3-ol dihydrochloride